N-(7-((3aR,4R,6aR)-6-(((tert-butyldimethylsilyl)oxy)methyl)-4-cyano-2,2-dimethyltetrahydrofurano[3,4-d][1,3]dioxol-4-yl)pyrrolo[2,1-f][1,2,4]triazin-4-yl)benzamide [Si](C)(C)(C(C)(C)C)OCC1O[C@@]([C@H]2[C@@H]1OC(O2)(C)C)(C#N)C2=CC=C1C(=NC=NN12)NC(C1=CC=CC=C1)=O